2-fluoro-3-methylbut-2-en-1-amine FC(CN)=C(C)C